C(N)(=O)C1=CC(=NC=N1)N1N=CN=C1[C@H](C)N(C(OCCCC)=O)C butyl N-[(1S)-1-[2-(6-carbamoylpyrimidin-4-yl)-1,2,4-triazol-3-yl]ethyl]-N-methyl-carbamate